COC1=CC=C(C=C1)C1(NC2=CC=CC=C2C1=O)CC1=NC2=CC=CC=C2C=C1 2-(4-methoxyphenyl)-2-(2-quinolylmethyl)indolin-3-one